C1(=CC=CC=C1)C1=CC=CC=2C3=C(SC21)C(=CC=C3)C=3C=C(C=CC3)C3=CC(=CC=C3)C3=CN=C2C(=N3)OC3=C2C=2C=CC=CC2C=C3 9-[3'-(6-phenyldibenzothiophen-4-yl)biphenyl-3-yl]naphtho[1',2':4,5]furo[2,3-b]pyrazine